4-butylbenzonitrile C(CCC)C1=CC=C(C#N)C=C1